[Si](C1=CC=CC=C1)(C1=CC=CC=C1)(C(C)(C)C)OCC[C@H](CCC)NC=1C2=C(N=C(N1)NC(OC)=O)C=NN2CC=2C=NC(=CC2OC)CCl methyl (S)-(7-((1-((tert-butyldiphenylsilyl)oxy)hexan-3-yl)amino)-1-((6-(chloromethyl)-4-methoxypyridin-3-yl)methyl)-1H-pyrazolo[4,3-d]pyrimidin-5-yl)carbamate